C1(=C(C=CC=C1)C=1SC=CN1)C o-tolylthiazole